OCCCOC1=C2CNC(C2=CC=C1)=O 4-(3-hydroxypropoxy)-1-oxoisoindoline